C(C)(C)(C)OC(NC1=CN=CC2=CC=C(C=C12)S(=O)(=O)C)=O tert-butyl(6-(methylsulfonyl)isoquinolin-4-yl)carbamate